CN(C1(CN(CCN(C1)C)C)C)C 6-dimethylamino-1,4,6-trimethyl-1,4-diazacycloheptane